4-hydroxybutyrate OCCCC(=O)[O-]